tert-Butyl 4-(5-formylthiophen-2-yl)benzylcarbamate C(=O)C1=CC=C(S1)C1=CC=C(CNC(OC(C)(C)C)=O)C=C1